(1R,4R)-tert-Butyl 5-(2-amino-4-fluorophenyl)-2,5-diazabicyclo[2.2.1]heptane-2-carboxylate NC1=C(C=CC(=C1)F)N1[C@H]2CN([C@@H](C1)C2)C(=O)OC(C)(C)C